C(C#C)OCCN(CCCCCNC(OC(C)(C)C)=O)CCOCC#C tert-butyl (5-(bis(2-(prop-2-yn-1-yloxy)ethyl)amino)pentyl)carbamate